4-(6-Chloropyridazin-3-yl)piperazine-1-carboxylic acid ClC1=CC=C(N=N1)N1CCN(CC1)C(=O)O